C(N)(OC1=CCOC=C1)=O 2H-pyran-4-yl carbamate